OC1C(OC(C1O)C)N1C(N=C(C(=C1)F)NC(OCCCCC)=O)=O pentyl [1-(3,4-dihydroxy-5-methyltetrahydrofuran-2-yl)-5-fluoro-2-oxo-1H-pyrimidin-4-yl]carbamate